N1N=CC2=CC(=CC=C12)S(=O)(=O)Cl 1H-indazole-5-sulfonyl chloride